sodium ethylenediamine diphthalate C1(C=2C(C(=O)ON3CCN(O1)OC(C=1C(C(=O)O3)=CC=CC1)=O)=CC=CC2)=O.[Na]